C(=O)=COCCC[Si](OC)(C)C 3-(carbonyl-methoxy)propyl-dimethylmethoxysilane